BrC=1N=C2C(=NC1)N(C=C2C)COCC[Si](C)(C)C 2-bromo-7-methyl-5-((2-(trimethylsilyl)ethoxy)methyl)-5H-pyrrolo[2,3-b]pyrazine